3,4-Dihydro-2H-pyrano[2,3-b]pyridine-5-carboxylic acid O1CCCC2=C1N=CC=C2C(=O)O